2-methylene-5-oxotetrahydro-1H-pyrrolizine C=C1CC2CCC(N2C1)=O